Methyl (2-{[4-(1-naphthylamino)-4-oxobutanoyl]amino}ethyl)dithiocarbamate C1(=CC=CC2=CC=CC=C12)NC(CCC(=O)NCCNC(SC)=S)=O